isopropyl (3-(5-(4-(isopropoxycarbonyl)amino-2-(N-(tert-butyl) sulfamoyl)phenyl)thiazol-2-yl)bicyclo[1.1.1]pent-1-yl)carbamate C(C)(C)OC(=O)NC1=CC(=C(C=C1)C1=CN=C(S1)C12CC(C1)(C2)NC(OC(C)C)=O)S(NC(C)(C)C)(=O)=O